N-tert.-Butyl-4-[[2-[5-chloro-4-[(3,3-difluoropyrrolidin-1-yl)methyl]-2-hydroxyphenyl]acetyl]amino]pyridin C(C)(C)(C)N1CC=C(C=C1)NC(CC1=C(C=C(C(=C1)Cl)CN1CC(CC1)(F)F)O)=O